bis-(2,3,6-trifluorophenyl)-4,4',5,5'-tetrakis-(3-methoxyphenyl)-biimidazole FC1=C(C(=CC=C1F)F)C1(N=C(C(=N1)C1=CC(=CC=C1)OC)C1=CC(=CC=C1)OC)C1(N=C(C(=N1)C1=CC(=CC=C1)OC)C1=CC(=CC=C1)OC)C1=C(C(=CC=C1F)F)F